C(C)(C)(C)OC(=O)N1CCC(=CC1)C1=C(C=C(C=C1)N)F 4-(4-amino-2-fluoro-phenyl)-3,6-dihydro-2H-pyridine-1-carboxylic acid tert-butyl ester